2-[4-[4-[[(3RS)-2,6-dioxo-3-piperidyl]amino]phenyl]-1-piperidyl]acetic acid trifluoroacetate salt FC(C(=O)O)(F)F.O=C1NC(CC[C@H]1NC1=CC=C(C=C1)C1CCN(CC1)CC(=O)O)=O |r|